O=C1N(CCC(N1)=O)C1=C2C=CN(C2=CC=C1)C1CCN(CC1)CC1CCN(CC1)C1=CC=C(C=C1)[C@H]1CN(CCC1)C=1C=CC(=C2C(=NNC12)C#N)F 7-[(3S)-3-{4-[4-({4-[4-(2,4-Dioxo-1,3-diazinan-1-yl)-1H-indol-1-yl]piperidin-1-yl}methyl)piperidin-1-yl]phenyl}piperidin-1-yl]-4-fluoro-1H-indazole-3-carbonitrile